NC1=NC(=C(C=C1C=1C=C2CCNC(C2=CC1)=O)C1=CC2=C(OC3(CCNCC3)OC2)C=C1)F 6-(2-amino-6-fluoro-5-(4H-spiro[benzo[d][1,3]dioxine-2,4'-piperidin]-6-yl)pyridin-3-yl)-3,4-dihydroisoquinolin-1(2H)-one